[Cl-].C[N+](CCCCCCCC\C=C/CCCCCCCC)(CCCCCCCC\C=C/CCCCCCCC)CCCCCCCC\C=C/CCCCCCCC methyl-trioleyl-ammonium chloride